4-(((1-(3,5-dichlorophenyl)piperidin-4-yl)thio)methyl)-1H-1,2,3-triazole-5-carboxylic acid 2,2,2-trifluoroacetate FC(C(=O)O)(F)F.ClC=1C=C(C=C(C1)Cl)N1CCC(CC1)SCC=1N=NNC1C(=O)O